ethyl 1-(3-pyridinyl)-3-piperidinecarboxylate N1=CC(=CC=C1)N1CC(CCC1)C(=O)OCC